p-toluoyl-ethylene C1(=CC=C(C=C1)C(=O)C=C)C